(4-(Benzofuran-5-yl)-2,3-dihydro-1H-pyrrolo[2,3-c]pyridin-1-yl)(2-fluorophenyl)methanone O1C=CC2=C1C=CC(=C2)C2=C1C(=CN=C2)N(CC1)C(=O)C1=C(C=CC=C1)F